3-(3,3-difluoropyrrolidin-1-yl)benzamide FC1(CN(CC1)C=1C=C(C(=O)N)C=CC1)F